OC(CN(CCCCC(=O)OCCN1CCN(CC1)CCSSCCCCN(CC(CCCCCCCCCCCC)O)CC(CCCCCCCCCCCC)O)CC(CCCCCCCC)O)CCCCCCCC 2-(4-(2-((4-(Bis(2-hydroxytetradecyl)amino)butyl)disulfaneyl)ethyl)piperazin-1-yl)ethyl 5-(bis(2-hydroxydecyl)amino)pentanoate